C12=CCC(C1)C2 bicyclo[2.1.1]hexene